C(CCCCCCCCCC)(=O)OCCCCC(CN(CC(CCCCCOC(=O)C(CCCCCCCC)CCCCCCCC)O[Si](C)(C)C(C)(C)C)CCCCN)O[Si](C)(C)C(C)(C)C 6-[(4-aminobutyl){2-[(tert-butyl)bis(methyl)siloxy]-7-(1-octylnonylcarbonyloxy)heptyl} amino]-5-[(tert-butyl)bis(methyl)siloxy]hexyl undecanoate